P(=O)(O)(O)O.C1=CC=CC=2C3=CC=CC=C3NC12 carbazole-phosphate